OC(C)C=1C=C2CCCN(C2=CC1)C1=NOC(=N1)C=1C=CC(=C(C#N)C1)OC(C)C 5-(3-(6-(1-hydroxyethyl)-3,4-dihydroquinolin-1(2H)-yl)-1,2,4-oxadiazol-5-yl)-2-Isopropoxybenzonitrile